(3R,4R)-1-cyclopentyl-4-{[1-(2,4-difluoro-phenyl)-1H-[1,2,3]triazole-4-carbonyl]-amino}-piperidine-3-carboxylic acid dimethylamide CN(C(=O)[C@@H]1CN(CC[C@H]1NC(=O)C=1N=NN(C1)C1=C(C=C(C=C1)F)F)C1CCCC1)C